N-{4-[(3-Chloro-phenylamino)-methyl]-2,6-dimethyl-phenyl}-2-cyclopentyl-acetamide ClC=1C=C(C=CC1)NCC1=CC(=C(C(=C1)C)NC(CC1CCCC1)=O)C